tert-Butyl 1-[[[1-[(2,4-dimethoxyphenyl)methylamino]-5-isoquinolyl]-methyl-amino]methyl]-4-[(1,2-dimethyl-6-oxo-4-pyridyl)oxymethyl]-2-azabicyclo[2.1.1]hexane-2-carboxylate COC1=C(C=CC(=C1)OC)CNC1=NC=CC2=C(C=CC=C12)N(C)CC12N(CC(C1)(C2)COC=2C=C(N(C(C2)=O)C)C)C(=O)OC(C)(C)C